2-(3-methylmorpholino)-N-((2-(trifluoromethyl)pyridin-3-yl)methyl)pyrido[2,3-d]pyrimidin-4-amine methanesulfonate CS(=O)(=O)O.CC1COCCN1C=1N=C(C2=C(N1)N=CC=C2)NCC=2C(=NC=CC2)C(F)(F)F